FC1=CC=C(C=N1)C=1C=2N(C=C(C1)C=1C=NN(C1)C)N=CC2C#N 4-(6-fluoropyridin-3-yl)-6-(1-methyl-1H-pyrazole-4-yl)pyrazolo[1,5-a]pyridin-3-carbonitrile